COC([C@H](CCCNC(=O)OC(C)(C)C)NC(C=CC1=CC=CC=C1)=O)=O (S)-5-((tert-Butoxycarbonyl)amino)-2-cinnamoylamino-pentanoic acid methyl ester